FC(C(=O)O)(F)F.FC(C(=O)O)(F)F.N[C@@H](CC1=CC=CC=C1)C(=O)O L-phenylalanine bis(2,2,2-trifluoroacetate)